ClC1=C(C=CC(=C1COC=1C=C2C(=NC1)NN=C2C)F)NS(=O)(=O)C=2C(=NC=C(C2)F)OC N-[2-chloro-4-fluoro-3-[([3-methyl-1H-pyrazolo[3,4-b]pyridin-5-yl]oxy)methyl]phenyl]-5-fluoro-2-methoxypyridine-3-sulfonamide